tert-butyl ((1R,3aS,5aR,5bR,7aR,9S,11aR,11bR-13aR,13bR)-9-hydroxy-5a,5b,8,8,11a-pentamethyl-1-(1-methylcyclopropyl)icosahydro-3aH-cyclopenta[a]chrysen-3a-yl)carbamate O[C@@H]1C([C@@H]2CC[C@]3([C@@]4(CC[C@@]5([C@@H]([C@H]4CC[C@@H]3[C@]2(CC1)C)[C@@H](CC5)C5(CC5)C)NC(OC(C)(C)C)=O)C)C)(C)C